Cl.C1(CC1)CCN 2-cyclopropylethan-1-amine hydrochloride